3-(3-methyl-2-oxo-4-(1-(3-((4-((5-(trifluoromethyl)pyrimidin-2-yl)amino)piperidin-1-yl)sulfonyl)benzyl)-piperidin-4-yl)-2,3-dihydro-1H-benzo[d]imidazol-1-yl)piperidine-2,6-dione CN1C(N(C2=C1C(=CC=C2)C2CCN(CC2)CC2=CC(=CC=C2)S(=O)(=O)N2CCC(CC2)NC2=NC=C(C=N2)C(F)(F)F)C2C(NC(CC2)=O)=O)=O